NC1=C2C(=NC=N1)N(N=C2C2=CC=C(C=C2)OC2=C(C(=CC=C2)OC)F)C2CC(C(CC2)O)O 4-(4-amino-3-(4-(2-fluoro-3-methoxyphenoxy)phenyl)-1H-pyrazolo[3,4-d]pyrimidin-1-yl)cyclohexane-1,2-diol